C(C)(C)(C)OC(NC1CCC(CC1)C=1SC(=NN1)C=1C=NC(=CC1NC)N1C=CC=2C1=NC=C(C2)C#N)=O Tert-butyl((1r,4r)-4-(5-(6-(5-cyano-1H-pyrrolo[2,3-b]pyridin-1-yl)-4-(methylamino)pyridine-3-yl)-1,3,4-thiadiazol-2-yl)cyclohexyl)carbamate